FC=1C=C(C=CC1)C1(CC1)C=1NC(C=2CNCCCC2N1)=O 2-(1-(3-fluorophenyl)cyclopropyl)-3,5,6,7,8,9-hexahydro-4H-pyrimido[5,4-c]azepin-4-one